tert-butyl (S)-2-[6-chloro-2-[(S)-2-methylmorpholine-4-carbonyl]-1,2,3,4-tetrahydroisoquinolin-8-yl]pyrrolidine-1-carboxylate ClC=1C=C2CCN(CC2=C(C1)[C@H]1N(CCC1)C(=O)OC(C)(C)C)C(=O)N1C[C@@H](OCC1)C